diphenyl phosphite (diphenyl hydrogen phosphite) C1(=CC=CC=C1)P(O)(O)(O)C1=CC=CC=C1.P(OC1=CC=CC=C1)(OC1=CC=CC=C1)O